OC[C@H](C1=CC=CC=C1)NC1=CC(=NC=C1C1=NC=NO1)NC=1N=CC2=C(N1)C(OC2=O)(C)C (S)-2-((4-((2-hydroxy-1-phenylethyl)amino)-5-(1,2,4-oxadiazol-5-yl)pyridin-2-yl)amino)-7,7-dimethylfuro[3,4-d]pyrimidin-5(7H)-one